N-fluorenylmethoxycarbonyl-N,N'-dibenzyloxycarbonyl-L-arginine C1(=CC=CC=2C3=CC=CC=C3CC12)COC(=O)N([C@@H](CCCN(C(N)=N)C(=O)OCC1=CC=CC=C1)C(=O)O)C(=O)OCC1=CC=CC=C1